C1(=C(C=CC2=CC=CC=C12)OC1=CC=C(C=C1)CO)C1=C(C=CC2=CC=CC=C12)OC1=CC=C(C=C1)CO {[1,1'-binaphthalene]-2,2'-diylbis(oxy-4,1-phenylene)}dimethanol